OCC1N(C(CC1)CO)C(CBr)=O 1-(2,5-bis(hydroxymethyl)pyrrolidin-1-yl)-2-bromoethane-1-one